FC1=CC=C(C=C1)/C=C/C(=O)N (E)-3-(4-fluorophenyl)acrylamide